C1(CC1)C([C@@H](C(=O)OC)NC(=O)C=1N(N=NC1)C(C)CC)C1CC1 methyl (2S)-3,3-dicyclopropyl-2-[(3-sec-butyltriazole-4-carbonyl)amino]propanoate